7-(cyclopentylamino)-2-((((1R,4R)-4-(hydroxymethyl)cyclohexyl)thio)-methyl)quinazolin-4(3H)-one C1(CCCC1)NC1=CC=C2C(NC(=NC2=C1)CSC1CCC(CC1)CO)=O